COC1=C(C=C(C=C1)C(=O)C=1C=CC=C2C=CC=NC12)C (4-methoxy-3-methylphenyl)(quinolin-8-yl)methanone